C(C)(C)(C)OC(=O)N1CC(CC1)C(NC1=CC(=CC=C1)N1N=C(C=C1C)C)=O 3-((3-(3,5-dimethyl-1H-pyrazol-1-yl)phenyl)carbamoyl)pyrrolidine-1-carboxylic acid tert-butyl ester